O=C(CCNC([O-])=O)N1CCN(CC1)C1=NC=C(C=N1)C(F)(F)F (3-oxo-3-(4-(5-(trifluoromethyl)pyrimidin-2-yl)piperazin-1-yl)propyl)carbamate